COC(CCCOC1=CC=C(C=C1)N1CCN(CC1)C=1C=CC(=C2C(=CNC12)C#N)C)OC 7-{4-[4-(4,4-Dimethoxybutoxy)phenyl]piperazin-1-yl}-4-methyl-1H-indole-3-carbonitrile